2-[1-(cyclopropylmethyl)pyrazol-4-yl]-5-propyl-3H-imidazo[2,1-b]purin-4-one C1(CC1)CN1N=CC(=C1)C1=NC=2N3C(N(C(C2N1)=O)CCC)=NC=C3